N1-(3-((4-(4-bromo-3-chlorophenyl)piperazin-1-yl)methyl)-4-(trifluoromethyl)phenyl)-N1,N2,N2-trimethyl-ethan-1,2-diamine BrC1=C(C=C(C=C1)N1CCN(CC1)CC=1C=C(C=CC1C(F)(F)F)N(CCN(C)C)C)Cl